N[C@@H]1C=2C(=NC=CC2)CC12CCN(CC2)C=2N=CC(=NC2)SC=2C(=C1C(N(C=NC1=CC2)CC2=NC=NC=C2)=O)Cl (S)-6-((5-(5-amino-5,7-dihydrospiro[cyclopenta[b]pyridine-6,4'-piperidin]-1'-yl)pyrazine-2-yl)thio)-5-chloro-3-(pyrimidin-4-ylmethyl)quinazolin-4(3H)-one